8,9-dichloro-7-(2,6-difluoro-3-hydroxy-phenyl)-5H-pyrimido[1,2-a][1,4]benzodiazepine-3-One ClC1=C(C=CC2=C1C(=NCC=1N2C=CC(N1)=O)C1=C(C(=CC=C1F)O)F)Cl